[N+](=O)([O-])C=1N=C(NC1)C(F)(F)F 4-nitro-2-(trifluoromethyl)-1H-imidazole